(1S,5R)-2-(chloromethyl)-6,6-dimethylbicyclo[3.1.1]hept-2-ene ClCC=1[C@@H]2C([C@H](CC1)C2)(C)C